ClC1=CC=C(C=C1)C1=NN(C[C@@H]1C1=CC=CC=C1)C=1NC(N(N1)C)=O 5-[(4S)-3-(4-chlorophenyl)-4-phenyl-4,5-dihydropyrazol-1-yl]-2-methyl-4H-1,2,4-triazol-3-one